N-(3-(2-((6-(piperidin-4-ylamino)pyridin-3-yl)amino)quinazolin-8-yl)phenyl)acrylamide N1CCC(CC1)NC1=CC=C(C=N1)NC1=NC2=C(C=CC=C2C=N1)C=1C=C(C=CC1)NC(C=C)=O